6-(((4-nitrobenzo[d]oxazol-2-yl)methyl)thio)-1-phenyl-1,5-dihydro-4H-pyrazolo[3,4-d]pyrimidin-4-one [N+](=O)([O-])C1=CC=CC2=C1N=C(O2)CSC=2NC(C1=C(N2)N(N=C1)C1=CC=CC=C1)=O